COC1=CC=C2C3C(CSC2=C1)(CC1=CC(=C(C=C13)OC)OC)O 3,9,10-trimethoxy-7,11b-dihydro-6H-indeno[2,1-c]thiochromen-6a-ol